CC1(CCC(CC1)N[C@H]1[C@@H](C1)C1=CC=CC=C1)N 1-methyl-N4-((trans)-2-phenylcyclopropyl)cyclohexane-1,4-diamine